ClC1=CC=C(C=C1)C1=C(C(=CC=2C3=CC(=CC=C3C(=CC12)C(=O)N)O)OC)OC (4-chlorophenyl)-6-hydroxy-2,3-dimethoxyphenanthrene-9-carboxamide